C1(CC1)N(C=1N=CC(=NC1)C1=C(C=C(C(=C1)F)C=1C=NN(C1)C)O)[C@H]1[C@H]([C@@H]2CC[C@H](C1)N2)F 2-(5-{cyclopropyl[(1S,2S,3R,5R)-2-fluoro-8-azabicyclo[3.2.1]octan-3-yl]amino}pyrazin-2-yl)-4-fluoro-5-(1-methyl-1H-pyrazol-4-yl)phenol